1-(3-methylcyclobutyl)-4-((5-phenyl-1,3,4-thiadiazol-2-yl)methyl)piperazine-2,3-dione CC1CC(C1)N1C(C(N(CC1)CC=1SC(=NN1)C1=CC=CC=C1)=O)=O